diethyl (3-methylbutylidene)malonate CC(CC=C(C(=O)OCC)C(=O)OCC)C